glucose nicotine salt N1=CC=CC(=C1)C1N(C)CCC1.O=C[C@H](O)[C@@H](O)[C@H](O)[C@H](O)CO